hydroxymethoxyphenyl-decane OCOC(CCCCCCCCC)C1=CC=CC=C1